1-(4-(4,4-Dimethylpiperidin-1-yl)phenyl)-5-fluoro-7-methyl-1H-indazol-6-ol CC1(CCN(CC1)C1=CC=C(C=C1)N1N=CC2=CC(=C(C(=C12)C)O)F)C